N-(2-(2-Hydroxypropan-2-yl)pyrimidin-4-yl)-4-(N-(3-methyloxetan-3-yl)sulfamoyl)-2-(6-azaspiro[2.5]octan-6-yl)benzamide OC(C)(C)C1=NC=CC(=N1)NC(C1=C(C=C(C=C1)S(NC1(COC1)C)(=O)=O)N1CCC2(CC2)CC1)=O